5-methyl-7-[6-[3-[[1-(2-piperazin-1-ylethyl)-4-piperidinyl]oxy]cyclobutoxy]-3-pyridinyl]pyrido[4,3-b]indole CN1C2=C(C=3C=CC(=CC13)C=1C=NC(=CC1)OC1CC(C1)OC1CCN(CC1)CCN1CCNCC1)C=NC=C2